octahydro-2H-[1]oxacyclotetradecino[4,3-d]oxazole N1COC2C1=CC=CC=CCCCCCOC2